OCCSSCCNC(OC(C)(C)C)=O tert-butyl (2-((2-hydroxyethyl)disulfaneyl)ethyl)carbamate